ClC[C@H]1NCCC[C@H]1C(=O)N (2S,3R)-2-chloromethyl-piperidine-3-formamide